6-tert-Butyl-N-(2-methylpyrazol-3-yl)sulfonyl-2-(2,4,6-trimethylphenoxy)pyridin-3-carboxamid C(C)(C)(C)C1=CC=C(C(=N1)OC1=C(C=C(C=C1C)C)C)C(=O)NS(=O)(=O)C=1N(N=CC1)C